O1C(=CC=C1)C=CC(=O)NC(=N)N (2-furanacryloyl)guanidine